C(CCCCCCCCCCC)N[C@H](C)CC(CCCC)=O |r| (±)-2-(dodecylamino)octan-4-one